(5S)-3-[2-chloro-5-(3,5-dimethyl-2,6-dioxo-4-thioxo-1,3,5-triazinan-1-yl)-4-fluoro-phenyl]-5-methyl-4H-isoxazole-5-carboxylic acid ClC1=C(C=C(C(=C1)F)N1C(N(C(N(C1=O)C)=S)C)=O)C1=NO[C@@](C1)(C(=O)O)C